1-(4-(pyridin-3-ylmethyl)-3,4-dihydroquinoxalin-1(2H)-yl)-3-(pyrrolidin-1-yl)propan-1-one N1=CC(=CC=C1)CN1CCN(C2=CC=CC=C12)C(CCN1CCCC1)=O